5-ETHYL-2-OXOINDOLINE-3-CARBALDEHYDE C(C)C=1C=C2C(C(NC2=CC1)=O)C=O